1-phenyl-2-(tetrahydropyrimidine-2(1H)-ylidene)ethan-1-one C1(=CC=CC=C1)C(C=C1NCCCN1)=O